[3-(1,1,2,2-tetrafluoroethoxy)propyl]silane FC(C(F)F)(OCCC[SiH3])F